1,2-benzisothiazol S1N=CC2=C1C=CC=C2